COC(=O)C1C(C[C@]2(C=C(C3=C(C=CC=C23)Cl)C(F)F)CC1)=O (1S)-4'-chloro-3'-(difluoromethyl)-3-oxospiro[cyclohexane-1,1'-indene]-4-carboxylic acid methyl ester